(E)-4-((1-(((5-Iodopyridin-2-yl)oxy)methyl)cyclohexyl)amino)-N,N-dimethylbut-2-enamide IC=1C=CC(=NC1)OCC1(CCCCC1)NC/C=C/C(=O)N(C)C